methyl-(4-amino-2-chlorophenyl) acetate C(C)(=O)OC1=C(C(=C(C=C1)N)C)Cl